1-(3-methoxypyrrolidin-3-yl)-N,N-dimethylethan-1-amine COC1(CNCC1)C(C)N(C)C